BrCC(=O)C1=C(N(C(=C1Cl)Cl)C1=CC=C(C#N)C=C1)C 4-(3-(2-bromoacetyl)-4,5-dichloro-2-methyl-1H-pyrrol-1-yl)benzonitrile